dibromodiiodobenzene BrC1=C(C(=C(C=C1)I)I)Br